5-Methoxy-1-(3-(4-(pyrimidin-2-yl)piperazine-1-carbonyl)benzyl)quinazoline-2,4(1H,3H)-dione COC1=C2C(NC(N(C2=CC=C1)CC1=CC(=CC=C1)C(=O)N1CCN(CC1)C1=NC=CC=N1)=O)=O